CC1(C2=CC=CC=C2C=2C=C(C=CC12)B(O)O)C (9,9-dimethyl-9H-fluorene-3-yl)boronic acid